C(C)(C)(C)[SiH2]C1=C(C=C(C(=C1)C)[SiH3])C t-butyl-(2,5-dimethyl-4-silylphenyl)silane